NC1=C(C=C(C=C1F)C(=O)C1=CC=C2C(=CC=CN12)C=1C(=C2CCC(C2=CC1)O)C)F (4-amino-3,5-difluorophenyl)(8-(1-hydroxy-4-methyl-2,3-dihydro-1H-inden-5-yl)indolizin-3-yl)methanone